tert-butyl (3-(7-((2-fluoropyridin-3-yl)amino)-2-oxo-3-phenyl-3,4-dihydropyrimido[4,5-d]pyrimidin-1(2H)-yl)phenyl)carbamate FC1=NC=CC=C1NC1=NC=C2C(=N1)N(C(N(C2)C2=CC=CC=C2)=O)C=2C=C(C=CC2)NC(OC(C)(C)C)=O